(2R,3R)-3-Hydroxy-15-methyl-2-[(13-methyltetradecanoyl)amino]-1-hexadecanesulfonic acid O[C@@H]([C@H](CS(=O)(=O)O)NC(CCCCCCCCCCCC(C)C)=O)CCCCCCCCCCCC(C)C